argininyl-bufadienolide N[C@@H](CCCNC(N)=N)C(=O)C[C@]12CC[C@H]3[C@@H](CCC4CCCC[C@]34C)[C@H]1CC[C@@H]2C=2C=CC(=O)OC2